N-(3-methoxy-4-(3-methyl-6-(pyrazolo[1,5-a]pyrimidin-3-yl)-1H-pyrazolo[4,3-c]pyridin-1-yl)benzyl)-N-methylmethanesulfonamide COC=1C=C(CN(S(=O)(=O)C)C)C=CC1N1N=C(C=2C=NC(=CC21)C=2C=NN1C2N=CC=C1)C